C(#N)C1=CNC2=C(C=CC(=C12)F)NS(=O)(=O)C=1C=NN(C1)C(CCF)O N-(3-cyano-4-fluoro-1H-indol-7-yl)-1-[(1S)-1-(fluoromethyl)-2-hydroxy-2-ethyl]pyrazole-4-sulfonamide